3-(tert-butyldiphenylsilyl)-2-hydroxybenzaldehyde [Si](C1=CC=CC=C1)(C1=CC=CC=C1)(C(C)(C)C)C=1C(=C(C=O)C=CC1)O